N-ethyl-5-chloroquinoxalinone C(C)N1C(C=NC2=C(C=CC=C12)Cl)=O